tert-butyl 4-(4-((3-methyl-4-((1-methyl-1H-benzo[d]imidazol-5-yl)oxy)phenyl)amino)pyrido[3,2-d]pyrimidin-6-yl)piperidine-1-carboxylate CC=1C=C(C=CC1OC1=CC2=C(N(C=N2)C)C=C1)NC=1C2=C(N=CN1)C=CC(=N2)C2CCN(CC2)C(=O)OC(C)(C)C